trans-4-(2-chloro-8-oxo-7,8-dihydro-9H-purin-9-yl)cyclohexane-1-carbonitrile ClC1=NC=C2NC(N(C2=N1)[C@@H]1CC[C@H](CC1)C#N)=O